1-[4-(3-hydroxyphenyl)-1-methyl-4-piperidyl]-1-propanone OC=1C=C(C=CC1)C1(CCN(CC1)C)C(CC)=O